ClC1=CC(=CC=2N(C=NC21)C[C@@H]2C[C@]1(CN(C(O1)=O)CC(C)(C1=NC(=NO1)C1=CC=CC=C1)C)CCC2)C#N 4-chloro-1-({(5S,7S)-3-[2-methyl-2-(3-phenyl-1,2,4-oxadiazol-5-yl)propyl]-2-oxo-1-oxa-3-azaspiro[4.5]dec-7-yl}methyl)-1H-benzimidazole-6-carbonitrile